1-(1-hydroxy-6-phenyl-2,3,1-benzodiazaborinin-2-yl)ethanone OB1N(N=CC2=C1C=CC(=C2)C2=CC=CC=C2)C(C)=O